tert-butyl (3S)-3-methyl-6-(2-tetrahydropyran-4-yl-1,3-benzothiazol-5-yl)-3,4-dihydro-2H-pyridine-1-carboxylate C[C@@H]1CN(C(=CC1)C=1C=CC2=C(N=C(S2)C2CCOCC2)C1)C(=O)OC(C)(C)C